Cl.N[C@@H](COCC=1C(=CC(=C(N)C1)OC)F)C (R)-5-((2-Aminopropoxy)methyl)-4-fluoro-2-methoxyaniline hydrochloride